ClC1=C(C=CC(=C1NC=1C(=C2C(N(C=NC2=CC1)C)=O)C)F)NS(=O)(=O)N1CC(C1)OC(F)F N-(2-chloro-3-((3,5-dimethyl-4-oxo-3,4-dihydroquinazolin-6-yl)amino)-4-fluorophenyl)-3-(difluoromethoxy)azetidine-1-sulfonamide